FC1=C2CN(CC2=CC=C1)CCNC1=CC(N(C=N1)CC1(CCN(CC1)C(C[C@@H](C)C1=CC=CC=C1)=O)O)=O (R)-6-((2-(4-Fluoroisoindolin-2-yl)ethyl)amino)-3-((4-hydroxy-1-(3-phenylbutanoyl)piperidin-4-yl)methyl)pyrimidin-4(3H)-one